C(CCCCCCCCCCCCCCCCC)(=O)O.C(CCCCCCCCCCCCCCCCC)(=O)O.C1(=CC=CC=C1)C(C(C(=O)O)=C[PH2]=O)(C(=O)O)C1=CC=CC=C1 diphenyl-phosphinyl-itaconic acid distearate